5-(8-Fluoroimidazo[1,2-a]pyridin-6-yl)-N-(1-methylpiperidin-4-yl)-7H-pyrrolo[2,3-d]pyrimidin-2-amine FC=1C=2N(C=C(C1)C1=CNC=3N=C(N=CC31)NC3CCN(CC3)C)C=CN2